NC1=CC=C(C=N1)C1=CN=C2N1N=C(C=C2)N2C[C@@H](CC2)C(=O)NC2=CC(=C(C=C2)CN2CCN(CC2)C)C(F)(F)F (R)-1-(3-(6-aminopyridin-3-yl)imidazo[1,2-b]pyridazin-6-yl)-N-(4-((4-methylpiperazin-1-yl)methyl)-3-(trifluoromethyl)phenyl)pyrrolidine-3-carboxamide